FC(CN1CC(N(CC1)CC1=C2C=CN(C2=C(C=C1OC)C)C(=O)OC(C)(C)C)C1=CC(=C(C=C1)C(=O)OC)CC)F tert-Butyl 4-((4-(2,2-difluoroethyl)-2-(3-ethyl-4-(methoxycarbonyl)phenyl)piperazin-1-yl)methyl)-5-methoxy-7-methyl-1H-indole-1-carboxylate